C(CCCCCCCCCCC)C1C(N(C(C1)=O)C1CC(NC(C1)(C)C)(C)C)=O 3-dodecyl-1-(2,2,6,6-tetramethyl-4-piperidinyl)-pyrrolidin-2,5-dione